O=C1NC(CCC1C1=CC(=C(C=C1)N1CCC2(CC(C2)CN2CCC(CC2)NC(C2=CC(=CC=C2)OC)=O)CC1)F)=O N-(1-((7-(4-(2,6-dioxopiperidin-3-yl)-2-fluorophenyl)-7-azaspiro[3.5]non-2-yl)methyl)piperidin-4-yl)-3-methoxybenzamide